N1(CNCC1)C(=O)[O-] imidazolidine-1-carboxylate